C(C)(C)(C)OC(=O)NCCOC(=O)OC1=CC=C(C=C1)[N+](=O)[O-] 1-{[(2-{[(tert-butoxy)carbonyl]amino}ethoxy)carbonyl]oxy}-4-nitrobenzene